COC=1C=C(C=CC1OC)CC[C@@H](C(=O)O)NC (S)-4-(3,4-dimethoxyphenyl)-2-(methylamino)butanoic acid